BrC1=CC=CC=2CN(CSC21)C(=O)OC(C)(C)C tert-Butyl 8-bromo-2,4-dihydro-1,3-benzothiazine-3-carboxylate